N'-(2-fluorophenyl)-2-pyridineformylhydrazine FC1=C(C=CC=C1)N(N)C(=O)C1=NC=CC=C1